C(C)N(C(=O)C1=CC=C(C=C1)CSC(SCC1=CC=C(C=C1)C(=O)N(CCO)CC)=S)CCO trithiocarbonic acid bis[[4-[[ethyl-(2-hydroxyethyl)amino]carbonyl]phenyl]methyl] ester